CN(CCO[C@]1([C@@]2(CC[C@@H](C1)C2(C)C)C)C2=CC=CC=C2)C N,N-dimethyl-2-(((1R,2S,4S)-1,7,7-trimethyl-2-phenylbicyclo[2.2.1]heptan-2-yl)oxy)ethan-1-amine